2-(3-aminoprop-1-yn-1-yl)-4-((piperidin-4-ylmethyl)amino)benzoic acid NCC#CC1=C(C(=O)O)C=CC(=C1)NCC1CCNCC1